FC(OC=1C=C(C=CC1OC)C=CC(=O)C1=CC=C(C=C1)O)F 3-[3-(Difluoromethoxy)-4-methoxyphenyl]-1-(4-hydroxyphenyl)prop-2-en-1-one